Trans-N-(3-(4-cyclopropoxy-2-methoxypyridin-3-yl)-1-((2-(trimethylsilyl)ethoxy)methyl)-1H-pyrrolo[2,3-b]pyridin-6-yl)-2-(2-hydroxyethyl)cyclopropane-1-carboxamide C1(CC1)OC1=C(C(=NC=C1)OC)C1=CN(C2=NC(=CC=C21)NC(=O)[C@H]2[C@@H](C2)CCO)COCC[Si](C)(C)C